FC(C)(F)C=1C(=NC=CN1)N1N=CC=2C=NC(=CC21)CC(=O)N (1-(3-(1,1-difluoroethyl)pyrazin-2-yl)-1H-pyrazolo[4,3-c]pyridin-6-yl)acetamide